(5-(4-((ethylamino)methyl)-2-fluoro-6-(trifluoromethyl)phenyl)-1H-pyrazolo[3,4-c]pyridin-3-yl)-4-(4-methylpiperazin-1-yl)benzamide C(C)NCC1=CC(=C(C(=C1)C(F)(F)F)C=1C=C2C(=CN1)NN=C2C2=C(C(=O)N)C=CC(=C2)N2CCN(CC2)C)F